6-(2,6-Dichlorophenyl)-2-(4-(dimethylamino)phenylamino)-7H-pyrano[2,3-d]pyrimidine-7-one ClC1=C(C(=CC=C1)Cl)C1=CC2=C(N=C(N=C2)NC2=CC=C(C=C2)N(C)C)OC1=O